7-chloro-4-methylphthalazine-1,5-diol ClC=1C=C(C=2C(=NN=C(C2C1)O)C)O